3-(4H-1,2,4-triazol-4-yl)-1-(5-(4-(trifluoromethyl)-phenoxy)-3,4-dihydro-isoquinolin-2(1H)-yl)-propan-1-one N=1N=CN(C1)CCC(=O)N1CC2=CC=CC(=C2CC1)OC1=CC=C(C=C1)C(F)(F)F